BrC=1C=NC(=NC1)CN1CCOCC1 4-[(5-bromopyrimidin-2-yl)methyl]morpholine